(R)-6-((dimethylamino)methyl)-N'-((1,2,3,5,6,7-hexahydro-s-indacen-4-yl)carbamoyl)pyridine-3-sulfonimidamide CN(C)CC1=CC=C(C=N1)[S@@](=O)(N)=NC(NC1=C2CCCC2=CC=2CCCC12)=O